1-methyl-N-[2-[(2R)-1-methylpyrrolidin-2-yl]-1-[[2-(trimethylsilyl)ethoxy]methyl]pyrrolo[3,2-c]pyridin-6-yl]pyrazolo[4,3-c]pyridine-6-carboxamide CN1N=CC=2C=NC(=CC21)C(=O)NC2=CC1=C(C=N2)C=C(N1COCC[Si](C)(C)C)[C@@H]1N(CCC1)C